C(=O)C1=C(OC[C@H]2N(CCCC2)C(=O)C2=C(C=NC=C2)C=O)C=CC=C1O 4-[(2S)-2-[(2-formyl-3-hydroxyphenoxy)methyl]piperidine-1-carbonyl]pyridine-3-carbaldehyde